C(C)(=O)N[C@@H]1C[C@@H]([C@@H](C1)C(=O)N[C@@H](C1(CCCC1)C)C1=C(C(=CC=C1F)Cl)Cl)CO |r| (±)-(1R,2S,4R)-4-acetamido-N-((S)-(2,3-dichloro-6-fluorophenyl)(1-methylcyclopentyl)methyl)-2-(hydroxymethyl)cyclopentane-1-carboxamide